BrC1=CC2=C(C(=NNC2=O)C(C)C)O1 2-bromo-7-isopropyl-5H-furo[2,3-d]pyridazin-4-one